N-(3-(3-chloro-2-(4-(((R)-3-hydroxypyrrolidin-1-yl)methyl)-3-methoxyphenyl)pyridin-4-yl)-2-methylphenyl)-5-(((S)-3-hydroxypyrrolidin-1-yl)methyl)picolinamide ClC=1C(=NC=CC1C=1C(=C(C=CC1)NC(C1=NC=C(C=C1)CN1C[C@H](CC1)O)=O)C)C1=CC(=C(C=C1)CN1C[C@@H](CC1)O)OC